(2R,6S)-2-(1-cyclopropyl-1H-pyrazol-4-yl)-6-methyl-4-(7-methyl-4-(3-(trifluoromethyl)bicyclo[1.1.1]pentan-1-yl)pteridin-2-yl)morpholine C1(CC1)N1N=CC(=C1)[C@@H]1CN(C[C@@H](O1)C)C1=NC2=NC(=CN=C2C(=N1)C12CC(C1)(C2)C(F)(F)F)C